((bis(thien-2-ylmethyl)amino)methyl)nicotinic acid methyl ester COC(C1=C(N=CC=C1)CN(CC=1SC=CC1)CC=1SC=CC1)=O